N[C@@H]1CN(CC[C@H]1F)C1=NC2=C(N1CC(=O)N1C3C(CCC1)COCC3)C=C(C(=C2)F)F 2-(2-((3R,4R)-3-Amino-4-fluoropiperidin-1-yl)-5,6-difluoro-1H-benzo[d]imidazol-1-yl)-1-(octahydro-1H-pyrano[4,3-b]pyridin-1-yl)ethanon